COC1=CC=C(COC(=O)N=[N+]=[N-])C=C1 4-Methoxybenzyloxycarbonyl azide